C1=CC=CC2=CC3=CC=CC=C3C(=C12)C(=O)N 9-Anthracenecarboxamide